(2r,5r)-2-fluoro-7-oxo-1,6-diazabicyclo[3.2.1]oct-6-yl bisulphate S(ON1[C@@H]2CC[C@H](N(C1=O)C2)F)(O)(=O)=O